COC=1C=C(C=CC1OC)C1=CC(=NC=2C3=C(NC(CC21)=O)C=CC=C3)C3=CC=C(C=C3)OCCO 4-(3,4-dimethoxyphenyl)-2-(4-(2-hydroxyethoxy)phenyl)-5,7-dihydro-6H-benzo[b]pyrido[2,3-d]azepin-6-one